OC1=CC=C(C=C1)CCNC(CCOCCOCCOCCOCCOCCOCCOCCOCC)=O N-(4-hydroxyphenylethyl)-3,6,9,12,15,18,21,24-octaoxaheptacosane-27-amide